N-(2-((1S,4S)-2-oxa-5-azabicyclo[2.2.1]heptane-5-yl)-4-methoxy-5-((6-((R)-3-phenylisoxazolidine-2-yl)pyrimidine-4-yl)amino)phenyl)acrylamide [C@@H]12OC[C@@H](N(C1)C1=C(C=C(C(=C1)OC)NC1=NC=NC(=C1)N1OCC[C@@H]1C1=CC=CC=C1)NC(C=C)=O)C2